ClC1=C(C=CC=C1)[C@@H]1[C@H](OC(O1)C)CNS(O)(=O)=O.N1=C(C=CC=2CCCNC12)CCCNC(=O)C1CCNCC1 N-(3-(5,6,7,8-tetrahydro-1,8-naphthyridin-2-yl)propyl)piperidine-4-carboxamide ((4R,5R)-5-(2-chlorophenyl)-2-methyl-1,3-dioxolan-4-yl)methyl-sulfamate